Cl.FC=1C=CC(=NC1)[C@@H](C)OC1=CC(=CC=2N1C(=CN2)C#N)C=2N=NN(C2C)[C@H]2CNCCC2 5-[(1R)-1-(5-Fluoro-2-pyridyl)ethoxy]-7-[5-methyl-1-[(3R)-3-piperidyl]triazol-4-yl]imidazo[1,2-a]pyridine-3-carbonitrile HCl